ClCC1=C(C(=CC=C1)C)O 2-(chloromethyl)-6-methylphenol